3-(1-(4-(Trifluoromethoxy)phenyl)-4-vinyl-1H-pyrazolo[3,4-b]pyridin-3-yl)azetidine-1-carboxylic acid tert-butyl ester C(C)(C)(C)OC(=O)N1CC(C1)C1=NN(C2=NC=CC(=C21)C=C)C2=CC=C(C=C2)OC(F)(F)F